N(=[N+]=[N-])CC1COC2=C1C=CC(=C2)Br 3-(azidomethyl)-6-bromo-2,3-dihydro-1-benzofuran